C(C)(C)(C)OC(=O)N1C[C@H](N(CC1)CC1=CC=2C(=C(N=CC2C2CC2)OC)N1S(=O)(=O)C1=CC=C(C=C1)C)C(C)C (3R)-4-[[4-Cyclopropyl-7-methoxy-1-(p-tolylsulfonyl)pyrrolo[2,3-c]pyridin-2-yl]methyl]-3-isopropyl-piperazine-1-carboxylic acid tert-butyl ester